4-[6-chloro-2-[(1S,5S)-2,6-diazabicyclo[3.2.0]heptan-6-yl]-8-fluoro-4-piperazin-1-yl-quinazolin-7-yl]-1,3-benzothiazol-2-amine ClC=1C=C2C(=NC(=NC2=C(C1C1=CC=CC2=C1N=C(S2)N)F)N2[C@H]1CCN[C@H]1C2)N2CCNCC2